2-methyl-9,12,15,18-tetraoxa-6-aza-2-silahenicosan-21-oate C[SiH](C)CCCNCCOCCOCCOCCOCCC(=O)[O-]